4-(4-(10-chloroanthracene-9-yl)phenyl)-2,6-diphenylpyrimidine ClC1=C2C=CC=CC2=C(C2=CC=CC=C12)C1=CC=C(C=C1)C1=NC(=NC(=C1)C1=CC=CC=C1)C1=CC=CC=C1